α-(cyclopropylcarbonyl)-2-(methylsulfonyl)-oxo-4-chloro-benzenepropanenitrile C1(CC1)C(=O)C(C#N)C(C1=C(C=C(C=C1)Cl)S(=O)(=O)C)=O